3-[2-(1-Ethyl-6,7-difluoro-1,3-benzodiazol-5-yl)ethynyl]-1-[(3S,5R)-5-(methoxymethyl)-1-(prop-2-enoyl)pyrrolidin-3-yl]-5-(methylamino)pyrazole-4-carboxamide C(C)N1C=NC2=C1C(=C(C(=C2)C#CC2=NN(C(=C2C(=O)N)NC)[C@@H]2CN([C@H](C2)COC)C(C=C)=O)F)F